1-(4-((4-((2-(2,4-dihydroxy-5-isopropylbenzoyl)isoindolin-5-yl)methyl)piperazin-1-yl)methyl)piperidine-1-yl)propan-1-one OC1=C(C(=O)N2CC3=CC=C(C=C3C2)CN2CCN(CC2)CC2CCN(CC2)C(CC)=O)C=C(C(=C1)O)C(C)C